4-((S)-1-((R)-1-((1-(2,4-difluorobenzyl)-2-methyl-1H-imidazol-4-yl)amino)-1-oxopropan-2-yl)-4,4-difluoropiperidin-3-yl)pyridine 1-oxide FC1=C(CN2C(=NC(=C2)NC([C@@H](C)N2C[C@@H](C(CC2)(F)F)C2=CC=[N+](C=C2)[O-])=O)C)C=CC(=C1)F